OC1=C2C=C(N=CC2=CC=C1C(=O)OC)NC1=CC=C(C=C1)S(=O)(=O)C Methyl 5-hydroxy-3-((4-(methylsulfonyl)phenyl)amino)isoquinoline-6-carboxylate